3-fluoro-4-(6-(4-fluoro-3-hydroxyphenoxy)pyridin-2-yl)benzonitrile FC=1C=C(C#N)C=CC1C1=NC(=CC=C1)OC1=CC(=C(C=C1)F)O